BrC1=CC2=C(OC=C2COC2=C(C=CC(=C2)C)CC(=O)OCC)C2=C1OC=C2 ethyl 2-(2-((5-bromobenzo[1,2-b:3,4-b']difuran-3-yl)methoxy)-4-methylphenyl)acetate